O1C(CC1)CCC#N oxetan-2-ylmethyl-Acetonitrile